3-hydroxy-N-methyl-4-(prop-2-yn-1-ylamino)benzamide OC=1C=C(C(=O)NC)C=CC1NCC#C